ClC1=NC=C(C(=N1)OCC1=CC=C(C=C1)C=1N(C=C(N1)C(F)(F)F)C)C1CCCC1 2-chloro-5-cyclopentyl-4-[[4-[1-methyl-4-(trifluoromethyl)imidazol-2-yl]phenyl]methoxy]pyrimidine